N-((2-(2-((cis)-2,6-dimethylmorpholino)pyrimidin-4-yl)-1,6-naphthyridin-7-yl)methyl)-2,3-dihydro-5H-benzo[e][1,4]oxathiepine-8-carboxamide 1,1-dioxide C[C@@H]1O[C@@H](CN(C1)C1=NC=CC(=N1)C1=NC2=CC(=NC=C2C=C1)CNC(=O)C=1C=CC2=C(S(CCOC2)(=O)=O)C1)C